tert-butyl 4-((4-((2-(2,6-dioxopiperidin-3-yl)-1,3-dioxoisoindolin-5-yl)oxy)piperidin-1-yl)methyl)piperidine-1-carboxylate O=C1NC(CCC1N1C(C2=CC=C(C=C2C1=O)OC1CCN(CC1)CC1CCN(CC1)C(=O)OC(C)(C)C)=O)=O